FC=1C=C2CCN(CC2=CC1)C1=CC(=C(C=C1)NC(CC(C)(C)C)=O)C(F)(F)F N-[4-(6-fluoro-3,4-dihydro-1H-isoquinolin-2-yl)-2-trifluoromethylphenyl]-3,3-dimethylbutanamide